COC1=C(C=CC(=C1)OC)N(C(OC1=C(C=CC=C1C)C)=O)C1=NC(=NC=C1)NC1=CC=C(C=C1)N1CCN(CC1)C (2,6-dimethylphenyl) N-(2,4-dimethoxyphenyl)-N-[2-[4-(4-methylpiperazin-1-yl)anilino]pyrimidin-4-yl]carbamate